2-(4-nitrophenyl)imidazo[4,5-f]-1,10-phenanthroline [N+](=O)([O-])C1=CC=C(C=C1)C=1NC=2C(=C3C=CC=NC3=C3N=CC=CC23)N1